ClC=1C=CC2=C(N(N=C2C1)[C@@H](C)C1CCC(CC1)C1=NC2=CC=C(C=C2C=C1)F)OC ((1s,4s)-4-((R)-1-(6-chloro-3-methoxy-2H-indazol-2-yl)ethyl)cyclohexyl)-6-fluoroquinoline